4-fluoro-1-isobutylpiperidin FC1CCN(CC1)CC(C)C